ClC=1C=2CCCN3C[C@@H](N(C(N1)=O)C32)C (S)-6-chloro-1-methyl-1,2,4,5-tetrahydro-3H,8H-2a,7,8a-triaza-acenaphthylene-8-one